tert-butyl 5,7-dibromo-4-[5-fluoro-8-methyl-2-[4-(4-methylpiperazin-1-yl) anilino]-7-oxo-pyrido[2,3-d]pyrimidin-6-yl]-8-methyl-2,3-dihydroquinoxaline-1-carboxylate BrC1=C2N(CCN(C2=C(C(=C1)Br)C)C(=O)OC(C)(C)C)C1=C(C2=C(N=C(N=C2)NC2=CC=C(C=C2)N2CCN(CC2)C)N(C1=O)C)F